ClC1=C(C(=CC=C1)Cl)C1=CC(=CC=C1OC)C=1NC(=C([N+]1[O-])C(NC1=CC(=CC=C1)C(CC)(F)F)=O)C 2-(2',6'-dichloro-6-methoxy-[1,1'-biphenyl]-3-yl)-4-((3-(1,1-difluoropropyl)phenyl)carbamoyl)-5-methyl-1H-imidazole 3-oxide